2-{[(2R)-1,4-Dioxacyclohexan-2-yl]methyl}-8-methyl-4,5-dihydro-2H-furo[2,3-g]indazole-7-carboxylic acid ethyl ester C(C)OC(=O)C1=C(C2=C(CCC3=CN(N=C23)C[C@H]2OCCOC2)O1)C